2-((1s,6s)-6-amino-3,4-dimethylcyclohex-3-en-1-yl)-3-bromo-N-(but-2-yn-1-yl)-5-chlorothieno[3,2-b]pyridin-7-amine N[C@H]1CC(=C(C[C@@H]1C1=C(C2=NC(=CC(=C2S1)NCC#CC)Cl)Br)C)C